OCCN(C(=O)[C@@H]1CN(CC1)C1=CC=C(C=C1)OC1=CC=NC2=C(C=NC=C12)F)C (S)-1-[4-(8-fluoro-[1,6]naphthyridin-4-yloxy)-phenyl]-pyrrolidine-3-carboxylic acid (2-hydroxy-ethyl)-methyl-amide